3,7-dimethyl-6-octenyl-propanal CC(CCC(C=O)C)CCC=C(C)C